CC1=C(C=C(C=C1)B(O)O)C 1,2-dimethylbenzene-4-boronic acid